ClC=1C=2N(C=CC1)N=C(C2)[C@@H]2N(CCC1=C2N=CN1)C(=O)C=1OC(=NN1)C1=NN(C=C1)C (R)-(4-(4-chloropyrazolo[1,5-a]pyridin-2-yl)-6,7-dihydro-1H-imidazo[4,5-c]pyridin-5(4H)-yl)(5-(1-methyl-1H-pyrazol-3-yl)-1,3,4-oxadiazol-2-yl)methanone